N'-[2-chloro-4-(2-fluorophenoxy)-5-methylphenyl]-N-ethyl-N-methyl-formamidine ClC1=C(C=C(C(=C1)OC1=C(C=CC=C1)F)C)N=CN(C)CC